tris(2,2'-bipyrimidine-4,4'-dicarboxylate) ruthenium (II) [Ru+2].N1=C(N=C(C=C1)C(=O)[O-])C1=NC=CC(=N1)C(=O)[O-].N1=C(N=C(C=C1)C(=O)[O-])C1=NC=CC(=N1)C(=O)[O-].N1=C(N=C(C=C1)C(=O)[O-])C1=NC=CC(=N1)C(=O)[O-].[Ru+2].[Ru+2]